(o-aminophenyl)(phenyl)methanol tert-butyl-2-(3-((3-(cyclopropyl-(4-(pyridin-3-yl)benzyl)amino)-3-oxopropyl)amino)phenoxy)-2-methylpropionate C(C)(C)(C)CC(C(=O)OC(C1=CC=CC=C1)C1=C(C=CC=C1)N)(C)OC1=CC(=CC=C1)NCCC(=O)N(CC1=CC=C(C=C1)C=1C=NC=CC1)C1CC1